3-(5-fluoro-3,3,4,4-tetramethyl-3,4-dihydroisoquinolin-1-yl)quinoline 2-PHENYLETHYL-PIVALATE C1(=CC=CC=C1)CCCC(C(=O)O)(C)C.FC1=C2C(C(N=C(C2=CC=C1)C=1C=NC2=CC=CC=C2C1)(C)C)(C)C